BrC=1C=C2CCC(CC2=CC1)NC(C)C 6-bromo-N-isopropyl-1,2,3,4-tetrahydronaphthalen-2-amine